2-(2-methylbenzyl)isoindoline-1,3-dione CC1=C(CN2C(C3=CC=CC=C3C2=O)=O)C=CC=C1